[Si](C)(C)(C(C)(C)C)OCC1=CC=C(C=C1)C1C(NC(CC1)=O)=O 3-[4-[[tert-butyl(dimethyl)silyl]oxymethyl]phenyl]piperidine-2,6-dione